FC(C1=NN=C(O1)C1=CC(=C(C=C1F)CN1N=NC(=C1)C1=CC2=C(N=CN=C2N)S1)F)F 6-[1-({4-[5-(Difluoromethyl)-1,3,4-oxadiazol-2-yl]-2,5-difluorophenyl}methyl)-1H-1,2,3-triazol-4-yl]thieno[2,3-d]pyrimidin-4-amine